C(C)(C)(C)OC(=O)N1[C@@H]2[C@@H]([C@@H](C[C@H]1CCC2)N)F |r| (±)-(1S,2R,3R,5R)-3-amino-2-fluoro-9-azabicyclo[3.3.1]Nonane-9-carboxylic acid tert-butyl ester